4-nitrophenyl chloro-formate ClC(=O)OC1=CC=C(C=C1)[N+](=O)[O-]